4-amino-N-(4,6-dimethyl-2-pyrimidinyl)benzenesulfonamide sodium salt [Na].NC1=CC=C(C=C1)S(=O)(=O)NC1=NC(=CC(=N1)C)C